ClCC=1C=NN(C1)CC#N (4-(chloromethyl)1H-pyrazol-1-yl)acetonitrile